FC1=CC2=C(S1)C=CC=C2 2-fluorobenzo[b]thiophen